C(C1=CC=CC=C1)OCC(CCC(=O)O)OC 5-(benzyloxy)-4-methoxypentanoic acid